5-chloro-pyrazine-2-carboxylic acid [4-(4-cyano-3-chloro-phenoxy)-cyclohexyl]-amide C(#N)C1=C(C=C(OC2CCC(CC2)NC(=O)C2=NC=C(N=C2)Cl)C=C1)Cl